ClC=1C(=NC(=NC1)NC=1C=C2N=CC(=NC2=CC1)N1CCN(CC1)C)NC1=C(C=CC=C1)CS(=O)(=O)N (2-((5-chloro-2-((2-(4-methylpiperazin-1-yl)quinoxalin-6-yl)Amino)pyrimidin-4-yl)amino)phenyl)methylsulfonamide